3-fluoro-1-(3-methoxy-3-carbonylpropionylamino)-1H-pyrrole-2-carboxylic acid Ethyl ester C(C)OC(=O)C=1N(C=CC1F)NC(CC(=C=O)OC)=O